N-(3-((2S,4S)-2,4-dimethylpiperidine-1-carbonyl)-5-hydroxy-4,5,6,7-tetrahydrobenzo[b]thiophen-2-yl)nicotinamide C[C@@H]1N(CC[C@@H](C1)C)C(=O)C=1C2=C(SC1NC(C1=CN=CC=C1)=O)CCC(C2)O